4,4'-diphenylmethane diIsocyanate C1=CC(=CC=C1CC2=CC=C(C=C2)N=C=O)N=C=O